C(C)SC1=C(C(=CC(=C1)N1CC2=CC=C(C=C2C(C1)([2H])[2H])F)C)NCCC(C)(C)C N-(2-(ethylsulfanyl)-4-(6-fluoro-3,4-dihydroisoquinolin-2(1H)-yl-4,4-d2)-6-methylphenyl)-3,3-dimethylbutylamine